[Si](C)(C)(C(C)(C)C)OCCNC=1C=2C(=CNC2C(=C(C1)Cl)Cl)C=1C=NN(C1)C1OCCCC1 N-[2-[tert-Butyl(dimethyl)silyl]oxyethyl]-6,7-dichloro-3-(1-tetrahydropyran-2-ylpyrazol-4-yl)-1H-indol-4-amine